ClC=1C=C2C(=CC1)NC(C21CCN(CC1)CCOC=1C=C2C(=NC1)C(OC2=O)(C)C)=O 5-chloro-1'-[2-({7,7-dimethyl-5-oxo-5H,7H-furo[3,4-b]pyridin-3-yl}oxy)ethyl]-1,2-dihydrospiro[indole-3,4'-piperidin]-2-one